(2S)-3-[3-[3-[3-[(2S)-2-Carboxy-2-[(3R)-pyrrolidin-3-yl]ethyl]phenyl]-2-oxo-hexahydropyrimidin-1-yl]phenyl]-2-[(3R)-pyrrolidin-3-yl]propanoic acid C(=O)(O)[C@@H](CC=1C=C(C=CC1)N1C(N(CCC1)C=1C=C(C=CC1)C[C@H](C(=O)O)[C@@H]1CNCC1)=O)[C@@H]1CNCC1